C(=O)O.ClC1=CC=C(C=C1)C12C(OCCN1)CCCC2 4a-(4-Chlorophenyl)octahydro-2H-benzo[b][1,4]oxazine formate